C(C)OC(=O)C=1N=C(SC1Cl)C1=CC=CC=C1 5-chloro-2-phenylthiazole-4-carboxylic acid ethyl ester